1-(1-butylsulfonyl)-1H-indole-3-carbaldehyde C(CCC)S(=O)(=O)N1C=C(C2=CC=CC=C12)C=O